(1-(methoxycarbonyl)-1,2,3,4-tetrahydronaphthalen-1-yl)methane COC(=O)C1(CCCC2=CC=CC=C12)C